FC=1C=2N(C=C(C1)C(=O)N1N=C(C3=CC(=CC=C13)N1C[C@@H](N([C@H](C1)C)C(=O)OC(C)(C)C)C)OC)C=C(N2)C tert-butyl (2S,6S)-4-[1-(8-fluoro-2-methyl-imidazo[1,2-a]pyridine-6-carbonyl)-3-methoxy-indazol-5-yl]-2,6-dimethyl-piperazine-1-carboxylate